6-(2-chloro-4-fluoro-5-methoxyphenyl)-3-(3-(trifluoromethyl)-1H-pyrazolo[3,4-c]pyridin-4-yl)thieno[3,2-d]pyrimidine-2,4(1H,3H)-dione ClC1=C(C=C(C(=C1)F)OC)C1=CC=2NC(N(C(C2S1)=O)C1=C2C(=CN=C1)NN=C2C(F)(F)F)=O